Cl.CN1N=CC(=C1)C1=CC=2N(N=C1)C(=CN2)N2CCNCC2 7-(1-methyl-1H-pyrazol-4-yl)-3-piperazin-1-ylimidazo[1,2-b]pyridazine hydrochloride salt